CN1C(=CC=2C(=NC(=CC21)C2=CC(=C(C=C2F)C2(CCN(CC2)CCOC)O)F)C)C2=CC=C(C=C2)S(=O)(=O)C 4-(4-(1,4-dimethyl-2-(4-(methylsulfonyl)phenyl)-1H-pyrrolo[3,2-c]pyridin-6-yl)-2,5-difluorophenyl)-1-(2-methoxyethyl)piperidin-4-ol